(S)-N-(3-(2-((4-(pyrrolidin-3-ylamino)phenyl)amino)quinazolin-8-yl)phenyl)acrylamide N1C[C@H](CC1)NC1=CC=C(C=C1)NC1=NC2=C(C=CC=C2C=N1)C=1C=C(C=CC1)NC(C=C)=O